The molecule is a glycoside that consists of three N-formyl-alpha-D-perosamine residues linked sequentially (1->3) and (1->2) and linked at the reducing end glycosidically to a 5-(methoxycarbonyl)pentyl group. It is a glycoside, a methyl ester and a trisaccharide derivative. It derives from an alpha-D-Rhap4NFo-(1->3)-alpha-D-Rhap4NFo-(1->2)-alpha-D-Rhap4NFo. C[C@@H]1[C@H]([C@@H]([C@@H]([C@H](O1)O[C@H]2[C@@H]([C@H](O[C@@H]([C@H]2O)O[C@H]3[C@H]([C@@H]([C@H](O[C@@H]3OCCCCCC(=O)OC)C)NC=O)O)C)NC=O)O)O)NC=O